1,3,5-tris-[(t-butylperoxy)-isopropyl]benzene C(C)(C)(C)OOC(C)(C)C1=CC(=CC(=C1)C(C)(C)OOC(C)(C)C)C(C)(C)OOC(C)(C)C